2,2-bis-hydroxymethylpropionic acid OCC(C(=O)O)(C)CO